N-(6-methoxy-1-{[2-(trimethylsilyl)ethoxy]methyl}indazol-7-yl)-6-[4-(trifluoromethyl)pyrazol-1-yl]pyridine-3-sulfonamide COC1=CC=C2C=NN(C2=C1NS(=O)(=O)C=1C=NC(=CC1)N1N=CC(=C1)C(F)(F)F)COCC[Si](C)(C)C